C(#N)C1=CC(=C(C=C1)N1CC(N(C2(CC(C2)C(=O)N(C2COC2)C)C1=O)CC1=CC=C(C=C1)C(F)(F)F)=O)F (2r,4r)-8-(4-cyano-2-fluorophenyl)-N-methyl-N-(oxetan-3-yl)-6,9-dioxo-5-(4-(trifluoromethyl)benzyl)-5,8-diazaspiro[3.5]nonane-2-carboxamide